2-(6-{5-chloro-2-[(oxacyclohex-4-yl)amino]pyrimidin-4-yl}-1-oxo-2,3-dihydro-1H-isoindol-2-yl)-N-[1-(3-fluorophenyl)-2-hydroxyethyl]acetamide ClC=1C(=NC(=NC1)NC1CCOCC1)C1=CC=C2CN(C(C2=C1)=O)CC(=O)NC(CO)C1=CC(=CC=C1)F